1,1,1-trifluoro-4-heptanone FC(CCC(CCC)=O)(F)F